ethyl 1-(4-(2-amino-2-oxoethyl)benzyl)-1H-pyrazole-4-carboxylate NC(CC1=CC=C(CN2N=CC(=C2)C(=O)OCC)C=C1)=O